boron-lithium water O.[Li].[B]